6-(benzyloxy)-2-(5-bromopyridin-2-yl)-5,7-difluoro-2H-indazole C(C1=CC=CC=C1)OC=1C(=CC2=CN(N=C2C1F)C1=NC=C(C=C1)Br)F